1-(3,4-dimethylpyrimidino[4',5':4,5]thieno[2,3-c]pyridazin-8-yl)-N-[4-(trifluoromethyl)phenyl]pyrrolidine-3-carboxamide CC1=C(C2=C(N=N1)SC1=C2N=CN=C1N1CC(CC1)C(=O)NC1=CC=C(C=C1)C(F)(F)F)C